BrC=1C=C2CN(C(C2=C(C1)N1CCOCC1)=O)[C@@H](C)C1CC1 (S)-5-bromo-2-(1-cyclopropylethyl)-7-morpholinoisoindol-1-one